(1S,2S)-N-(8-amino-6-(2-chloro-6-fluorophenyl)-2,7-diAza-naphthalen-3-yl)-2-(1-methyl-1H-pyrazol-4-yl)cyclopropanecarboxamide NC=1N=C(C=C2C=C(N=CC12)NC(=O)[C@@H]1[C@H](C1)C=1C=NN(C1)C)C1=C(C=CC=C1F)Cl